C(C)OP(OCC)(=O)C(F)(F)Br.NC1=CC=C2C(CC(C2=C1)(C)C1=CC=C(C=C1)N)(C)C 6-amino-1-(4-aminophenyl)-1,3,3-trimethyl-indane diethyl(bromodifluoro-methyl)phosphonate